(R)-2-(4,4-difluorocyclohexyl)-N-(5-(2,4-difluorophenoxy)pyridin-2-yl)propanamide FC1(CCC(CC1)[C@H](C(=O)NC1=NC=C(C=C1)OC1=C(C=C(C=C1)F)F)C)F